ClC=1C(=NC=CC1)N1N=C(C=C1C(=O)O)CN1N=C(N=N1)C(F)(F)F 2-(3-chloro-2-pyridyl)-5-[[5-(trifluoromethyl)tetrazol-2-yl]methyl]pyrazole-3-carboxylic acid